1-((9H-fluoren-9-yl)methyl) 2-(tert-butyl) 4-(perfluorophenyl) (2S,4S)-4-((naphthalen-2-ylmethyl)amino)pyrrolidine-1,2,4-tricarboxylate C1=C(C=CC2=CC=CC=C12)CN[C@]1(C[C@H](N(C1)C(=O)OCC1C2=CC=CC=C2C=2C=CC=CC12)C(=O)OC(C)(C)C)C(=O)OC1=C(C(=C(C(=C1F)F)F)F)F